methyl 5-hydroxy-2-methoxybenzoate OC=1C=CC(=C(C(=O)OC)C1)OC